COC(=O)C1=CC2=C(CN([C@H](CO2)C2=CC=CC=C2)C(C(C)(C)C)=O)C=C1 (S)-3-phenyl-4-pivaloyl-2,3,4,5-tetrahydrobenzo[f][1,4]oxazepine-8-carboxylic acid methyl ester